CNS(=O)(=O)C1=CC=C(C=C1)N1CCNCC1 N-methyl-4-(piperazin-1-yl)benzenesulfonamide